CCCCC/C=C\C/C=C\CCCCCC(=O)O 7Z,10Z-Hexadecadienoic acid